3-(3-fluoro-5-methoxy-1,6-naphthyridin-7-yl)-2,5-dihydro-1H-pyrrole-1-carboxylic acid tert-butyl ester C(C)(C)(C)OC(=O)N1CC(=CC1)C1=NC(=C2C=C(C=NC2=C1)F)OC